OCC1(C(NCC1)=O)NC(=O)C1=C(C=C2C=CC(=CN12)OCC1=NC=CC=C1)C N-[3-(hydroxymethyl)-2-oxopyrrolidin-3-yl]-2-methyl-6-[(pyridin-2-yl)methoxy]indolizine-3-carboxamide